CN1C(=CC(=C1)NC(C1=CC=C(C=C1)\C=C\C=1C=NC2=CC=CC=C2C1)=O)C(=O)NC1=CN(C(=C1)C(=O)N1CCCCC1)C (E)-1-methyl-N-(1-methyl-5-(piperidine-1-carbonyl)-1H-pyrrol-3-yl)-4-(4-(2-(quinolin-3-yl)vinyl)benzoylamino)-1H-pyrrole-2-carboxamide